3-bromo-2-chloro-5-(ethyl(tetrahydro-2H-pyran-4-yl)amino)-N-((4-methoxy-6-methyl-2-oxo-1,2-dihydropyridin-3-yl)methyl)-6-methylbenzamide BrC=1C(=C(C(=O)NCC=2C(NC(=CC2OC)C)=O)C(=C(C1)N(C1CCOCC1)CC)C)Cl